N,N'-bis(2,6-diethyl-4-benzhydryl-phenyl)-5-phenyl-acenaphthene-1,2-diimine Nickel (II) bromide [Ni](Br)Br.C(C)C1=C(C(=CC(=C1)C(C1=CC=CC=C1)C1=CC=CC=C1)CC)N=C1C(C2=CC=C(C3=CC=CC1=C23)C2=CC=CC=C2)=NC2=C(C=C(C=C2CC)C(C2=CC=CC=C2)C2=CC=CC=C2)CC